phenyl-(bipyridyl) bismuth dichloride [Bi](Cl)Cl.C1(=CC=CC=C1)C=1C(=NC=CC1)C1=NC=CC=C1